FC=1C=C(OC2=CC=C(CC3(NC(=NC=4N3N=CC4C(C)C)NC4CCOCC4)N)C=C2)C=CC1 4-(4-(3-fluorophenoxy)benzyl)-8-isopropyl-N2-(tetrahydro-2H-pyran-4-yl)pyrazolo[1,5-a][1,3,5]triazine-2,4-diamine